1-(carboxymethyl)-2-laurylimidazoline sodium salt [Na+].C(=O)([O-])CN1C(=NCC1)CCCCCCCCCCCC